FC1=CC=C(C=C1)[C@H](C(=O)NC1=NC=CC(=C1)C1=C(C=2C(N(C=C(C2N1)C)C)=O)C1=CC=C(C=C1)F)C (2R)-2-(4-fluorophenyl)-N-{4-[3-(4-fluorophenyl)-5,7-dimethyl-4-oxo-4,5-dihydro-1H-pyrrolo[3,2-c]pyridin-2-yl]pyridin-2-yl}propanamide